C1(CC1)N(CCC(C(=O)O)NC(=O)OCC1=CC(=CC=C1)F)CCCCC1=NC=2NCCCC2C=C1 4-[cyclopropyl-[4-(5,6,7,8-tetrahydro-1,8-naphthyridin-2-yl)butyl]amino]-2-[(3-fluorophenyl)methoxycarbonylamino]butanoic acid